C(C=C)(=O)N1CC(=CCC1)C1=CC(N(C=C1)C(C(=O)NC1=NNC(=C1)C1CC1)C)=O 2-(1-propenoyl-2'-oxo-1,2,5,6-tetrahydro-[3,4'-bipyridin]-1'(2'H)-yl)-N-(5-cyclopropyl-1H-pyrazol-3-yl)propanamide